C(C1=CC=CC=C1)(=O)O[C@@H]1C(CC=2N(N=C(C21)C(F)(F)F)C2C[C@H](C([C@H](C2)F)F)F)(F)F [(4S)-5,5-difluoro-1-[(3R,5S)-3,4,5-trifluorocyclohexyl]-3-(trifluoromethyl)-4,6-dihydrocyclopenta[c]pyrazol-4-yl] benzoate